(S)-(1-(4-((1-(3,4,5-trimethoxyphenyl)-1H-imidazol-4-yl)amino)furo[3,2-d]pyrimidin-2-yl)pyrrolidin-2-yl)methanol COC=1C=C(C=C(C1OC)OC)N1C=NC(=C1)NC=1C2=C(N=C(N1)N1[C@@H](CCC1)CO)C=CO2